FC(OC1=CC=C(C=C1)NC(NC1=CC=C(CCNC(OC(C)(C)C)=O)C=C1)=O)(F)F tert-butyl (4-(3-(4-(trifluoromethoxy)phenyl)ureido)phenethyl)carbamate